(S)-N1-(1-(2-(2-adamantylamino)-2-oxoethyl)-2-oxo-1,2-dihydropyridin-3-yl)-2-(1-methyl-1H-pyrazole-5-carboxamido)-5-oxohexanediamide C12C(C3CC(CC(C1)C3)C2)NC(CN2C(C(=CC=C2)NC([C@H](CCC(C(=O)N)=O)NC(=O)C2=CC=NN2C)=O)=O)=O